(1s,4S)-4-propylcyclohexyl ((S)-4-methyl-1-oxo-1-(((S)-1-oxo-3-((S)-2-oxopyrrolidin-3-yl)propan-2-yl)amino)pentan-2-yl)carbamate CC(C[C@@H](C(N[C@H](C=O)C[C@H]1C(NCC1)=O)=O)NC(OC1CCC(CC1)CCC)=O)C